1-benzoylazetidin-3-yl ((2-(2,6-dioxopiperidin-3-yl)-4-fluoro-3-oxoisoindolin-5-yl)methyl)carbamate O=C1NC(CCC1N1CC2=CC=C(C(=C2C1=O)F)CNC(OC1CN(C1)C(C1=CC=CC=C1)=O)=O)=O